C1(=CC=CC=C1)C1=C(C=NC=C1)N[C@@H](C)C(=O)O 4-phenyl-3-pyridylalanine